4-((4-Chloro-2-(N-methylmethylsulfonamido)phenyl)amino)-6-((2,6-dimethylpyrimidin-4-yl)amino)-N-ethyl-oxynicotinamide ClC1=CC(=C(C=C1)NC1=CC(=NC=C1C(=O)NOCC)NC1=NC(=NC(=C1)C)C)N(S(=O)(=O)C)C